O1C=CC2=C1C=C(C=C2)CN(C(=O)[C@H]2[C@@H]1C[C@@H]1CN2S(=O)(=O)C2=CC=C(C)C=C2)C2CCC(CC2)(F)F |&1:13,o1:14,16| (1R*,5S*)-(2RS)-N-(benzofuran-6-ylmethyl)-N-(4,4-difluorocyclohexyl)-3-tosyl-3-azabicyclo[3.1.0]hexane-2-carboxamide